N-((5-chloro-4-(((ethyl(methyl)amino)methylene)amino)-2-methylphenyl)(ethyl)(oxo)-λ6-sulfaneylidene)-3-(trifluoromethyl)benzamide ClC=1C(=CC(=C(C1)S(=NC(C1=CC(=CC=C1)C(F)(F)F)=O)(=O)CC)C)N=CN(C)CC